OC1SCCC1 Hydroxythiolane